Perfluorohexyl Methyl Ether COC(C(C(C(C(C(F)(F)F)(F)F)(F)F)(F)F)(F)F)(F)F